3-(3-((tert-butoxycarbonyl)amino)propyl)-2-(1-ethyl-3-methyl-1H-pyrazol-5-ylamino)-3H-imidazo[4,5-b]pyridine-6-carboxylic acid C(C)(C)(C)OC(=O)NCCCN1C(=NC=2C1=NC=C(C2)C(=O)O)NC2=CC(=NN2CC)C